Octenyl-Dimethylsilane C(=CCCCCCC)[SiH](C)C